CC=1OC2=C(N1)C=C(C=C2)NC=2N=NC(=CC2)N2CCNCC2 2-methyl-N-(6-(piperazin-1-yl)pyridazin-3-yl)benzo[d]oxazol-5-amine